(2R)-2-({4-[(5-cyclopropyl-1H-pyrazol-3-yl)amino]-7-fluoroquinazolin-2-yl}amino)-2-(4-fluorophenyl)ethanol C1(CC1)C1=CC(=NN1)NC1=NC(=NC2=CC(=CC=C12)F)N[C@@H](CO)C1=CC=C(C=C1)F